S(=O)(=O)(O)O.CC(C)CCC[C@@H](C)[C@H]1CC[C@H]2[C@@H]3CC=C4C[C@@H](O)CC[C@]4(C)[C@H]3CC[C@]12C Cholesterol sulfate salt